N-(4-((3-(2-(((1r,4r)-4-Aminocyclohexyl)amino)pyrimidin-4-yl)pyridin-2-yl)thio)-3-fluorophenyl)2-chlorobenzenesulfonamide NC1CCC(CC1)NC1=NC=CC(=N1)C=1C(=NC=CC1)SC1=C(C=C(C=C1)NS(=O)(=O)C1=C(C=CC=C1)Cl)F